ClC1=NC=2C=NC(=NC2N(C1=O)C1=CC=C(C=C1)OC(F)F)OCC(F)(F)F 6-chloro-8-(4-(difluoromethoxy)phenyl)-2-(2,2,2-trifluoroethoxy)pteridine-7(8H)-one